(1r,2s)-2-(1H-indazol-6-yl)-5'-methoxyspiro[cyclopropane-1,3'-indoline]-2'-one N1N=CC2=CC=C(C=C12)[C@@H]1C[C@@]12C(NC1=CC=C(C=C21)OC)=O